[Cl-].[Li+] Lithium chlorid